FC(C=1C=C(C=C(C1)C(F)(F)F)C1=CC(=CC(=C1)N)N)(F)F 3',5'-bis(trifluoromethyl)-3,5-diaminobiphenyl